(6R,8aS)-6-(8-Amino-1-{4-[2,2,2-trifluoro-1-(3-fluorophenyl)-1-hydroxyethyl]phenyl}imidazo[1,5-a]pyrazin-3-yl)hexahydroindolizin-3(2H)-on NC=1C=2N(C=CN1)C(=NC2C2=CC=C(C=C2)C(C(F)(F)F)(O)C2=CC(=CC=C2)F)[C@H]2CN1C(CC[C@@H]1CC2)=O